tert-butyl 6-(hydroxymethyl)-6,7-dihydropyrazolo[1,5-a]pyrimidine-4(5H)-carboxylate OCC1CN(C=2N(C1)N=CC2)C(=O)OC(C)(C)C